C(C)[Si](OC1=C(C=C(C=C1)C=C)OC)(CC)CC triethylsiloxy-4-vinyl-2-methoxybenzene